FC(C1=C(C=CC(=C1)C(F)(F)F)[C@@H](C)N1N=CC(=C1)NC(=O)C1=NOC(=C1)C1=NC=CN=C1)(F)F (R)-N-(1-(1-(2,4-bis(trifluoromethyl)phenyl)ethyl)-1H-pyrazol-4-yl)-5-(pyrazin-2-yl)isoxazole-3-carboxamide